ClC=1C=NN(C1CC1N(C(C2=CC=CC=C12)=O)CC1CC2(C1)OC(NC2=O)=O)C 2-((1-((4-chloro-1-methyl-1H-pyrazol-5-yl)methyl)-3-oxoisoindolin-2-yl)methyl)-5-oxa-7-azaspiro[3.4]octane-6,8-dione